C1(=CC=CC=C1)C(O)O 1-phenylmethanediol